N,N-DIETHYL-4-(2-(INDOLIN-1-YL)ETHYL)PIPERAZINE-1-SULFONAMIDE C(C)N(S(=O)(=O)N1CCN(CC1)CCN1CCC2=CC=CC=C12)CC